NC1=CC=CC(=N1)S(=O)(=O)NC(=O)C=1C(=NC(=C(C1)C=1CCOCC1)C(C)(C)C)N1C(CC(C1)C)(C)C N-[(6-Amino-2-pyridyl)sulfonyl]-6-tert-butyl-5-(3,6-dihydro-2H-pyran-4-yl)-2-(2,2,4-trimethylpyrrolidin-1-yl)pyridin-3-carboxamid